C1(CC1)CN1C(=CC2=CC=CC(=C12)OC[C@@H](C)N1C=NC(=C1)F)C1=NC=2C(=NC=3CCNC(C3C2)=O)N1C (R)-2-(1-(cyclopropylmethyl)-7-(2-(4-fluoro-1H-imidazol-1-yl)propoxy)-1H-indol-2-yl)-3-methyl-3,5,6,7-tetrahydro-8H-imidazo[4,5-b][1,6]naphthyridin-8-one